CN(C)CC1(CN(CC1)C1=C(C=NC=2NC3=C(C=C(C(=C3C21)F)F)NC)C=2C=C1C(C(=CN(C1=NC2)C)C(=O)O)=O)O 6-(4-(3-((dimethylamino)methyl)-3-hydroxypyrrolidin-1-yl)-5,6-difluoro-8-(methylamino)-9H-pyrido[2,3-b]indol-3-yl)-1-methyl-4-oxo-1,4-dihydro-1,8-naphthyridine-3-carboxylic acid